N(=[N+]=[N-])C=1C=NN(C1)C 4-azido-1-methyl-1H-pyrazole